COC1=C(C=NC=C1)NC(=O)C1=NC=NC(=C1)C1=CC(=CC=C1)Cl 6-(3-Chloro-phenyl)-pyrimidine-4-carboxylic acid (4-methoxy-pyridin-3-yl)-amide